tert-butyl (S)-4-((2,2-difluoro-6-(6-(methoxycarbonyl)pyridin-3-yl)-7-azaspiro[3.5]nonan-7-yl)methyl)-5,7-dimethyl-1H-indole-1-carboxylate FC1(CC2(C1)C[C@H](N(CC2)CC2=C1C=CN(C1=C(C=C2C)C)C(=O)OC(C)(C)C)C=2C=NC(=CC2)C(=O)OC)F